5-amino-N-{4-[3-amino-5-(trifluoromethyl)piperidin-1-yl]-7-hydroxy-6,7-dihydro-5H-cyclopenta[b]pyridin-3-yl}-2-(2,6-difluorophenyl)-1,3-thiazole-4-carboxamide NC1=C(N=C(S1)C1=C(C=CC=C1F)F)C(=O)NC=1C(=C2C(=NC1)C(CC2)O)N2CC(CC(C2)C(F)(F)F)N